FC=1C=C2CC(CC2=CC1F)NC1=NC=C(C=N1)C1=NNC(O1)=O 5-(2-((5,6-Difluoro-2,3-dihydro-1H-Inden-2-yl)amino)pyrimidin-5-yl)-1,3,4-oxadiazole-2(3H)-on